O1COC2=C1C=CC(=C2)C(=O)OC=CC=C but-1,3-dien-1-yl benzo[d][1,3]dioxolane-5-carboxylate